CC=1NC=CC1 (2R)-2-methylpyrrole